NC1=NC(=C(C=2N1N=C(N2)OCC2=NC=CC=C2F)C2=CN(C(C=C2)=O)C)C2=C(C#N)C=CC=C2 (5-amino-2-((3-fluoropyridin-2-yl)methoxy)-8-(1-methyl-6-oxo-1,6-dihydropyridin-3-yl)-[1,2,4]triazolo[1,5-c]pyrimidin-7-yl)benzonitrile